1-(2-chloro-4,6-difluorophenyl)-7-[(3R,4R)-3,4-dihydroxypyrrolidin-1-yl]-6-fluoro-4-oxo-N-[(2R)-1,1,1-trifluoropropan-2-yl]-1,4-dihydro-1,8-naphthyridine-3-carboxamide ClC1=C(C(=CC(=C1)F)F)N1C=C(C(C2=CC(=C(N=C12)N1C[C@H]([C@@H](C1)O)O)F)=O)C(=O)N[C@@H](C(F)(F)F)C